C(C1=CC=CC=C1)N1[C@H](CC(C[C@H]1C)C=1SC2=C(N1)C(=CC(=C2)OS(=O)(=O)C(F)(F)F)F)C Trifluoromethanesulfonic acid 2-((2S,4r,6R)-1-benzyl-2,6-dimethylpiperidin-4-yl)-4-fluorobenzo[d]thiazol-6-yl ester